C(CCCCCCCCCCCCCC=CCCCCCCCCCCCCCC)(=O)O 15-Triacontenoic acid